1-[4-(5-sec-butoxy-benzimidazol-1-yl)-phenyl]-3-(5-tert-butyl-2H-pyrazol-3-yl)-urea C(C)(CC)OC1=CC2=C(N(C=N2)C2=CC=C(C=C2)NC(=O)NC=2NN=C(C2)C(C)(C)C)C=C1